α-(benzoyloxy)styrene C(C1=CC=CC=C1)(=O)OC(=C)C1=CC=CC=C1